5H-benzocyclohepten-1-amine C=1(C=CC=C2C1C=CC=CC2)N